4-[4-(9-phenyl-9H-fluoren-9-yl)phenyl]-6-phenyldibenzothiophene C1(=CC=CC=C1)C1(C2=CC=CC=C2C=2C=CC=CC12)C1=CC=C(C=C1)C1=CC=CC2=C1SC1=C2C=CC=C1C1=CC=CC=C1